1-(2-(Methacryloyloxy)-3-(4-methoxy-phenoxy)-propan-1-yl)-3-methyl-1H-imidazolium iodid [I-].C(C(=C)C)(=O)OC(CN1C=[N+](C=C1)C)COC1=CC=C(C=C1)OC